C(C)(C)(C)C1=CC=C(C(=N1)F)C(=O)NS(=O)(=O)C1=NC(=CC=C1)NC(CC[C@@H]1CNC(C1)(C)C)(C1=NC=CC=C1)C 6-tert-butyl-N-[[6-[[3-[(3S)-5,5-dimethylpyrrolidin-3-yl]-1-methyl-1-(2-pyridyl)propyl]amino]-2-pyridyl]sulfonyl]-2-fluoro-pyridine-3-carboxamide